tristearyl-methyl-ammonium C(CCCCCCCCCCCCCCCCC)[N+](C)(CCCCCCCCCCCCCCCCCC)CCCCCCCCCCCCCCCCCC